Cl(=O)(=O)[O-] chlorat